diethyl(3-methoxypropyl)methylammonium C(C)[N+](C)(CCCOC)CC